tert-butyl 3-[N-methyl-5-([[(1,2,3,5,6,7-hexahydro-s-indacen-4-yl)carbamoyl]amino](imino)oxo-lambda6-sulfanyl)furan-3-amido]azetidine-1-carboxylate CN(C(=O)C1=COC(=C1)S(=O)(=N)NC(NC1=C2CCCC2=CC=2CCCC12)=O)C1CN(C1)C(=O)OC(C)(C)C